(S)-9-(3-(4,4'-dimethoxytrityl)-2-hydroxypropyl)adenine tert-butyl-3,3-difluoro-4-(2-methyl-5-((3-methylpyridin-2-yl)methoxy)benzofuran-3-carboxamido)piperidine-1-carboxylate C(C)(C)(C)C1N(CCC(C1(F)F)NC(=O)C1=C(OC2=C1C=C(C=C2)OCC2=NC=CC=C2C)C)C(=O)O.COC2=CC=C(C(C1=CC=C(C=C1)OC)(C1=CC=CC=C1)C[C@@H](CN1C3=NC=NC(=C3N=C1)N)O)C=C2